FC(C1=NN=C(O1)C1=CC(=C(CN2C(N(C3=C2C=C(C=C3)C=3OC(=CC3)C)C3CCN(CC3)C)=O)C=C1)F)F 3-(4-(5-(difluoromethyl)-1,3,4-oxadiazole-2-yl)-2-fluorobenzyl)-5-(5-methylfuran-2-yl)-1-(1-methylpiperidine-4-yl)-1,3-dihydro-2H-benzo[d]imidazole-2-one